CC1N(C(CCC1)C)CCNC(=O)C1CCN(CC1)C1=C2C=CC=NC2=C(C=C1)C#N 1-(8-Cyano-quinolin-5-yl)-piperidine-4-carboxylic acid [2-(2,6-dimethyl-piperidin-1-yl)-ethyl]-amide